(R)-TERT-BUTYL 4-((6-CHLORO-4,4-DIFLUORO-1-FORMYL-1,2,3,4-TETRAHYDRONAPHTHALEN-1-YL)METHOXY)-3-NITROBENZOATE ClC=1C=C2C(CC[C@](C2=CC1)(C=O)COC1=C(C=C(C(=O)OC(C)(C)C)C=C1)[N+](=O)[O-])(F)F